FC(C(C)(O)C=1C=CC=2N(C1)C(=CN2)C2=NC(=CC=C2)N[C@H]2CNC[C@@H]2F)(F)F 1,1,1-trifluoro-2-(3-(6-(((3S,4S)-4-fluoropyrrolidin-3-yl)amino)pyridin-2-yl)imidazo[1,2-a]pyridin-6-yl)propan-2-ol